brassidic acid amide C(CCCCCCCCCCC\C=C\CCCCCCCC)(=O)N